2-oxo-1-(2-oxaspiro[3.5]non-7-yl)-1,2-dihydropyridine-3-carboxylic acid O=C1N(C=CC=C1C(=O)O)C1CCC2(COC2)CC1